C(C)OC(CCCCCOC(C(CCCCCCCC)CCCCCC)=O)=O 6-ethoxy-6-oxohexyl-2-hexyldecanoate